ethyl (R)-1-((4-(ethyl(propyl)carbamoyl)phenyl) sulfonyl)piperidine-3-carboxylate C(C)N(C(=O)C1=CC=C(C=C1)S(=O)(=O)N1C[C@@H](CCC1)C(=O)OCC)CCC